3-hydroxy-N'-[(2,4,5-trihydroxyphenyl)methylene]naphthalene-2-carbohydrazide OC=1C(=CC2=CC=CC=C2C1)C(=O)NN=CC1=C(C=C(C(=C1)O)O)O